trans-(4-(2-(4-chloro-3-fluorophenoxy)acetamido)cyclohexyl)methylcarbamic acid tert-butyl ester C(C)(C)(C)OC(NC[C@@H]1CC[C@H](CC1)NC(COC1=CC(=C(C=C1)Cl)F)=O)=O